1-((2-(3-Azabicyclo[3.1.0]hexan-3-yl)pyrimidin-5-yl)methyl)-1H-pyrazole-3-carboxylate C12CN(CC2C1)C1=NC=C(C=N1)CN1N=C(C=C1)C(=O)[O-]